[C@H]12CN(C[C@H](CC1)N2)C2=NC(=NC1=C(C(=C(C=C21)F)C2=CNC1=CC(=CC(=C21)F)F)F)OCC21CCCN1CCC2 4-((1R,5S)-3,8-diazabicyclo[3.2.1]octan-3-yl)-7-(4,6-difluoro-1H-indol-3-yl)-6,8-difluoro-2-((tetrahydro-1H-pyrrolizin-7a(5H)-yl)methoxy)quinazoline